ClC1=CC=C(C=N1)C(=O)NC1=NN(C(=C1)C1=NC2=C(N1)C=CC(=C2)Cl)CC2=CC=C(C=C2)OC 6-Chloro-N-[5-(5-chloro-1H-benzimidazol-2-yl)-1-[(4-methoxyphenyl)methyl]pyrazol-3-yl]pyridine-3-carboxamide